N-Pentylpyrrolidinium methansulfonat CS(=O)(=O)[O-].C(CCCC)[NH+]1CCCC1